6-bromo-N-[1-[2-(5-bromo-2-pyridyl)-1,2,4-triazol-3-yl]ethyl]-N-methyl-8-(trifluoromethyl)quinazolin-4-amine BrC=1C=C2C(=NC=NC2=C(C1)C(F)(F)F)N(C)C(C)C=1N(N=CN1)C1=NC=C(C=C1)Br